N1=NS1(=O)=O azo sulfone